N-benzyl-3-[[(2S,4R)-1-(1H-indole-2-carbonyl)-4-(trifluoromethyl)pyrrolidin-2-yl]formamido]-2-oxo-4-[(3S)-2-oxopyrrolidin-3-yl]butanamide C(C1=CC=CC=C1)NC(C(C(C[C@H]1C(NCC1)=O)NC(=O)[C@H]1N(C[C@@H](C1)C(F)(F)F)C(=O)C=1NC2=CC=CC=C2C1)=O)=O